2-(2-chloro-6-fluorophenyl)-4-[[phenylmethylsulfonyl]oxy]-5-amino-3(2H)-furanone ClC1=C(C(=CC=C1)F)C1OC(=C(C1=O)OS(=O)(=O)CC1=CC=CC=C1)N